(S)-1-(2-vinylpyrimidin-4-yl)pyrrolidin-3-ol C(=C)C1=NC=CC(=N1)N1C[C@H](CC1)O